ClC=1N=NC(=C2C1C=NC(=C2)Cl)C(C)C 4,7-dichloro-1-(propan-2-yl)pyrido[3,4-d]pyridazine